Nickel iron manganese copper hydroxide [Cu](O)O.[Mn].[Fe].[Ni]